(2-(benzo[c][1,2,5]oxadiazol-5-ylmethoxy)-5-chloro-4-((2-fluoro-3'-(3-morpholinopropoxy)-[1,1'-biphenyl]-3-yl)methoxy)benzyl)-D-serine ethyl ester C(C)OC([C@H](NCC1=C(C=C(C(=C1)Cl)OCC=1C(=C(C=CC1)C1=CC(=CC=C1)OCCCN1CCOCC1)F)OCC1=CC=2C(=NON2)C=C1)CO)=O